5-(4,4-difluoropiperidin-3-yl)-1-methylpyridin-2(1H)-one FC1(C(CNCC1)C=1C=CC(N(C1)C)=O)F